2-oxo-2-(phosphonooxy)acetic acid O=C(C(=O)O)OP(=O)(O)O